(R,E)-N-((8-bromo-6-methoxyimidazo[1,2-a]pyridin-2-yl)methylene)-2-methylpropane-2-sulfinamide BrC=1C=2N(C=C(C1)OC)C=C(N2)\C=N\[S@](=O)C(C)(C)C